P(=O)(OOCCCCCCCCCCCCOCCCCCCCC)([O-])[O-] n-octoxydodecyloxy phosphate